C1=CC=CC=2C3=CC=CC=C3C(C12)COC(=O)N([C@H](C(=O)O)[C@H](C(C)C)O)C (2S,3S)-2-{[(9H-fluoren-9-ylmethoxy)carbonyl](methyl)amino}-3-hydroxy-4-methylpentanoic acid